Tert-butyl 4-(1-benzyl-3-((S)-1-(((S)-1-hydroxy-3-((S)-2-oxopyrrolidin-3-yl)propan-2-yl)amino)-4-methyl-1-oxopentan-2-yl)ureido)piperidine-1-carboxylate C(C1=CC=CC=C1)N(C(=O)N[C@H](C(=O)N[C@H](CO)C[C@H]1C(NCC1)=O)CC(C)C)C1CCN(CC1)C(=O)OC(C)(C)C